2-amino-4-chloropyrrolo[2,3-d]pyrimidine NC1=NC(=C2C(N1)=NC=C2)Cl